CSC1=NC=C(C=N1)SC 2,5-dimethylthiopyrimidine